C[C@H]1N(CCOC1)C=1N=C2N(C(C1)=O)CC[C@H](N2CC(C=2C=NC=CC2)=O)C(F)(F)F (S)-2-((R)-3-Methylmorpholin-4-yl)-9-(2-oxo-2-pyridin-3-ylethyl)-8-trifluoromethyl-6,7,8,9-tetrahydropyrimido[1,2-a]pyrimidin-4-one